Br.FC1=C(N)C(=CC=C1)F 2,6-difluoroaniline hydrobromide